(3E)-1-(4-{[4-(1H-1,3-benzodiazol-5-yloxy)-3-methylphenyl]amino}pyrido[3,2-d]pyrimidin-6-yl)-3-[2-(dimethylamino)ethylidene]pyrrolidin-2-one N1C=NC2=C1C=CC(=C2)OC2=C(C=C(C=C2)NC=2C1=C(N=CN2)C=CC(=N1)N1C(/C(/CC1)=C/CN(C)C)=O)C